C1(=CC=CC=2C3=CC=CC=C3CC12)COC(=O)N[C@@H](CCCCNC(=O)OC(C)(C)C)C(=O)O N-fluorenylmethyloxycarbonyl-N'-tert-butyloxycarbonyl-L-lysine